O=CCCCCCCC\C=C\C\C=C\C\C=C\C (9E,12E,15E)-1-oxo-9,12,15-heptadecatrien